FC(CC)(F)C1=CC=C(C=N1)C1=C(C(=O)OCC)C=C(C=C1F)NC(=O)C1(CC1)C1=C(C=C(C=C1)C(F)(F)F)F Ethyl 2-[6-(1,1-difluoropropyl) pyridin-3-yl]-3-fluoro-5-[({1-[2-fluoro-4-(trifluoromethyl) phenyl]cyclopropyl}carbonyl) amino]benzoate